BrC=1C=C2C(=C(C=NC2=CC1)[N+](=O)[O-])NC1=CC=C(C=C1)C(C#N)(C)C 2-(4-((6-bromo-3-nitroquinolin-4-yl)amino)phenyl)-2-methylpropanenitrile